bismuth iron cobalt molybdenum [Mo].[Co].[Fe].[Bi]